(S)-1-(5-Bromopyridin-2-yl)pyrrolidin-3-ol BrC=1C=CC(=NC1)N1C[C@H](CC1)O